C1(CC1)C1=C(C=NC=2N1N=CC2)NC(N)=O 3-(7-cyclopropylpyrazolo[1,5-a]pyrimidin-6-yl)urea